C(C=C)(=O)N 2E-2-propenamide